ClC1=C(OC2CN(C2)C(=O)N2C[C@@H]3[C@@H](OCC(N3)=O)CC2)C=CC=C1N1CC(C1)C (+)-(4aR,8aS)-6-[3-[2-Chloro-3-(3-methylazetidin-1-yl)phenoxy]azetidine-1-carbonyl]-4,4a,5,7,8,8a-hexahydropyrido[4,3-b][1,4]oxazin-3-one